2-ISOCYANOADIPIC ACID DIMETHYL ESTER COC(C(CCCC(=O)OC)[N+]#[C-])=O